C(C)(C)(C)[C@@H]1CC=2C=C3C(=NC2CC1)SC(=C3)C(=O)N[C@H](CC[NH+]3CCC(CC3)N3C=NN=C3)C3=CC=C(C=C3)C3=CNC(C=C3)=O |r| rac-(6S)-6-tert-butyl-N-[rac-(1R)-1-[4-(6-oxo-1H-pyridin-3-yl)phenyl]-3-[4-(1,2,4-triazol-4-yl)piperidin-1-ium-1-yl]propyl]-5,6,7,8-tetrahydrothieno[2,3-b]quinoline-2-carboxamide